C(CCCCCCCCCCCCC)N[C@@H](CCCCN)C(=O)O N-myristyl-lysine